methyl (R)-1-(4-bromobenzyl)pyrrolidine-3-carboxylate BrC1=CC=C(CN2C[C@@H](CC2)C(=O)OC)C=C1